FC=1C=CC2=C([C@@H](CC3=NC=CC=C3O2)CNC)C1 |o1:6| (R*)-(8-fluoro-10,11-dihydrobenzo[6,7]oxepino[3,2-b]pyridin-10-yl)-N-methylmethanamine